Cl.C(C)N=C=NCCCN(C)C N-Ethyl-N'-(3-dimethylaminopropyl)carbodiimide, Hydrochloride